O1C(=COCC1)C1=CC(=C(C=C1)NCC=1C=C(C=CC1)CN1[C@@H]([C@H]([C@@H]([C@H](C1)O)O)O)CO)[N+](=O)[O-] (2R,3R,4R,5S)-1-{[3-({[4-(5,6-dihydro-1,4-dioxin-2-yl)-2-nitro-phenyl]amino}methyl)phenyl]methyl}-2-(hydroxymethyl)piperidine-3,4,5-triol